(4-chlorobenzyl)hydrazine dihydrochloride Cl.Cl.ClC1=CC=C(CNN)C=C1